3-(cyclohexylmethyl)-7-methyl-2,3-dihydropyrrolo[2,1-b]quinazolin-9(1H)-one C1(CCCCC1)CC1CCN2C1=NC=1C=CC(=CC1C2=O)C